NC=1C(=C(C=CC1)[C@H](CNCCCC)O)F (R)-1-(3-amino-2-fluorophenyl)-2-(butylamino)ethan-1-ol